FC1=CC=C(OC2=CC=C(C(=O)NCC(=O)N3[C@@H](C[C@H](C3)OC3=CC=CC=C3)C(=O)OC)C=C2)C=C1 methyl (2S,4R)-1-((4-(4-fluorophenoxy)benzoyl)glycyl)-4-phenoxypyrrolidine-2-carboxylate